6-hydroxy-6-methyl-2-azaspiro[3.3]heptane OC1(CC2(CNC2)C1)C